O=C1NC(CCC1N1C(N(C2=C1C=CC(=C2)N2CCN(CC2)CCC(=O)O)C)=O)=O 3-[4-[1-(2,6-dioxopiperidin-3-yl)-3-methyl-2-oxo-1,3-benzodiazol-5-yl]piperazin-1-yl]propanoic acid